bis(2,6-difluorobenzyl)amine FC1=C(CNCC2=C(C=CC=C2F)F)C(=CC=C1)F